O1CCCC12CCCC2 1-oxaspiro[4.4]nonane